C(C)(=O)OCC(=O)NCC=1NC2=C(C(=CC(=C2C1C=1C=NNC1)N)Cl)Cl [2-[[4-Amino-6,7-dichloro-3-(1H-pyrazol-4-yl)-1H-indol-2-yl]methylamino]-2-oxo-ethyl] acetate